CC(=O)OC[C@@H]1[C@H]([C@@H]([C@H]([C@@H](O1)OC2=CC(=C3C(=C2)OC=C(C3=O)C4=CC=C(C=C4)O)O)O)O)O 6''-O-Acetylgenistin